1,4-dihydro-1,8-naphthyridine-3-carboxylic acid N1C=C(CC2=CC=CN=C12)C(=O)O